C1(CCCC1)NC(CN(C=1C2=C(N=C(N1)C=1N=CN(C1)C)CCC2)C)=O N-cyclopentyl-2-{methyl[2-(1-methyl-1H-imidazol-4-yl)-5H,6H,7H-cyclopenta[d]pyrimidin-4-yl]amino}acetamide